acryloyloxyundecylethyl-dimethoxysilane C(C=C)(=O)OCCCCCCCCCCC[Si](OC)(OC)CC